cyclobutyl-[(2S)-4-[[3-[[5-[(1R)-1-hydroxyethyl]-1,3,4-oxadiazol-2-yl]amino]-2,5-dimethyl-phenyl]methyl]-2-methyl-piperazin-1-yl]methanone C1(CCC1)C(=O)N1[C@H](CN(CC1)CC1=C(C(=CC(=C1)C)NC=1OC(=NN1)[C@@H](C)O)C)C